CN(CCN(C1=CC(=C(C#N)C=C1)CN1CCN(CC1)C(C)C1=CC=C(C=C1)C(F)(F)F)C)C 4-((2-(dimethylamino)ethyl)(methyl)amino)-2-((4-(1-(4-(trifluoro-methyl)phenyl)ethyl)piperazin-1-yl)methyl)benzonitrile